N-[4-(bicyclo[2.2.1]hept-2-ylamino)-phenyl]-2-(1-methyl-1H-tetrazol-5-ylsulfanyl)-5-nitro-benzamide C12C(CC(CC1)C2)NC2=CC=C(C=C2)NC(C2=C(C=CC(=C2)[N+](=O)[O-])SC2=NN=NN2C)=O